(1S,3'R,4'S,5'S,6'R)-3',4',5'-Trihydroxy-6'-methyl-6-(4-methylphenyl)-3',4',5',6'-tetrahydro-3H-spiro[isobenzofuran-1,2'-pyran]-5-nitril O[C@H]1[C@]2(O[C@@H]([C@H]([C@@H]1O)O)C)OCC1=CC(=C(C=C12)C1=CC=C(C=C1)C)C#N